ethynylpiperidine hydrochloride Cl.C(#C)N1CCCCC1